OC(CNC1=CC=C(C=C1)C(C)C)C=1NC(NC1)=S 4-[1-hydroxy-2-(4-isopropylphenylamino)ethyl]-1,3-dihydroimidazole-2-thione